methyl 3-(2,4-difluorophenoxy)-1-hydroxycyclobutane-1-carboxylate FC1=C(OC2CC(C2)(C(=O)OC)O)C=CC(=C1)F